C=1(C(=C(C(=CC1)C)P(O)(=O)O)P(O)(=O)O)C para-xylenebisphosphonic acid